5-(tert-butyl)-11-(difluoromethoxy)-1-(2,4-dimethoxybenzyl)-9-fluoro-2-oxo-1,2,5,6-tetrahydropyrido[2',1':2,3]imidazo[4,5-h]quinoline-3-carboxylic acid C(C)(C)(C)C1C=2C=C(C(N(C2C2=C(C1)N1C(=N2)C(=CC(=C1)F)OC(F)F)CC1=C(C=C(C=C1)OC)OC)=O)C(=O)O